N-[1-[[2-chloro-5-(1-isopropyl-6-oxo-3-pyridyl)phenyl]methyl]-2-[4-(3,5-dimethylisoxazol-4-yl)anilino]-2-oxo-ethyl]-2-methyl-pyrazole-3-carboxamide ClC1=C(C=C(C=C1)C1=CN(C(C=C1)=O)C(C)C)CC(C(=O)NC1=CC=C(C=C1)C=1C(=NOC1C)C)NC(=O)C=1N(N=CC1)C